IC1=C(C(=C(C(=O)O)C(=C1F)F)F)F 4-iodo-2,3,5,6-tetrafluorobenzoic acid